OC1=C(C=CC=C1)C(CCCCC)=O 1-(2-hydroxyphenyl)hexan-1-one